FC1=CC=C(C=C1)NC=1C(C(C1NCC1=NC=CC=C1)=O)=O 3-((4-fluorophenyl)amino)-4-((pyridin-2-ylmethyl)amino)cyclobut-3-ene-1,2-dione